hexadecaneol C(CCCCCCCCCCCCCCC)O